C(C)(C)(C)C1=NOC(=C1)NC(CC=1N=C(SC1)N1C=NC2=C1C=CC(=C2)C=2C=NN(C2)C)=O N-(3-(tert-butyl)isoxazol-5-yl)-2-(2-(5-(1-methyl-1H-pyrazol-4-yl)-1H-benzo[d]imidazol-1-yl)thiazol-4-yl)acetamide